(5-fluoro-2-methoxybenzyl-(amino)-1H-indazol-3-yl)methanone 4-((5,11-dimethyl-6-oxo-6,11-dihydro-5H-benzo[e]pyrimido[5,4-b][1,4]diazepin-2-yl)amino)-3-methoxybenzoate CN1C2=C(N(C3=C(C1=O)C=CC=C3)C)N=C(N=C2)NC2=C(C=C(C(=O)O)C=C2)OC.FC=2C=CC(=C(CC3=C1C(=NN(C1=CC=C3)N)C=O)C2)OC